1,3,5-Tri(p-pyridine-3-yl-phenyl)benzene N1=CC(=CC=C1)C1=CC=C(C=C1)C1=CC(=CC(=C1)C1=CC=C(C=C1)C=1C=NC=CC1)C1=CC=C(C=C1)C=1C=NC=CC1